C(C)(=O)[O-].[Na+].S(=O)(=O)([O-])O.[Na+] Natrium sulfat Natrium acetat